3-((benzyloxy)methyl)-1,4-oxazepan C(C1=CC=CC=C1)OCC1COCCCN1